(R)-N-(cyclopropylmethyl)-6-(3-methylmorpholino)-2-(1H-pyrrolo[2,3-b]pyridin-4-yl)pyrimidin-4-amine C1(CC1)CNC1=NC(=NC(=C1)N1[C@@H](COCC1)C)C1=C2C(=NC=C1)NC=C2